[Cl-].C(C(=C)C)(=O)NCCC[N+](C)(C)C (3-(methacrylamido)propyl)trimethyl-ammonium chloride